7-methyl-6,7-dihydro-4H-pyrano[3,4-d][1,3]thiazole-2-carboxylic acid CC1COCC=2N=C(SC21)C(=O)O